O=C1N(C(C=C1)=O)[C@H]1CN(CCC1)CC1=CC(=NC=C1)C(=O)NC1=CC=C(C=C1)C1=CC2=C(N=CN=C2N2CCOCC2)N1 (R)-4-((3-(2,5-dioxo-2,5-dihydro-1H-pyrrol-1-yl)piperidin-1-yl)methyl)-N-(4-(4-morpholino-7H-pyrrolo[2,3-d]pyrimidin-6-yl)phenyl)picolinamide